(S)-quinuclidin-3-yl (2,2-dimethyl-5-(4-(trifluoromethoxy)phenyl)-2,3-dihydro-1H-inden-1-yl)carbamate CC1(C(C2=CC=C(C=C2C1)C1=CC=C(C=C1)OC(F)(F)F)NC(O[C@@H]1CN2CCC1CC2)=O)C